3-(3-fluoro-2-methoxyanilino)-2-(3-{[(2R)-oxetan-2-yl]methoxy}pyridin-4-yl)-1,5,6,7-tetrahydro-4H-pyrrolo[3,2-c]pyridin-4-one FC=1C(=C(NC2=C(NC3=C2C(NCC3)=O)C3=C(C=NC=C3)OC[C@@H]3OCC3)C=CC1)OC